3-Hydroxy-4-pentenoic acid ethyl ester C(C)OC(CC(C=C)O)=O